C(C1=CC=CC=C1)OC1=NC(=CC=C1C=1C=C2CCN(CC2=CC1)C(=O)OC(C)(C)C)OCC1=CC=CC=C1 tert-butyl 6-(2,6-bis(benzyloxy) pyridin-3-yl)-3,4-dihydroisoquinoline-2(1H)-carboxylate